C(C)(C)(C)OC(=O)N1[C@H](CC[C@@H](C1)C)C1=CC=C(C=C1)NC(CCN(C)C)=O.ClC1=NC=C(C(=O)NC2=CC(=CC=C2)S(NC2=CC=C(C=C2)OC)(=O)=O)C=C1 6-chloro-N-(3-(N-(4-methoxyphenyl)sulfamoyl)phenyl)nicotinamide tert-Butyl-(2R,5S)-2-[4-[3-(dimethylamino)propanoylamino]phenyl]-5-methyl-piperidine-1-carboxylate